methyl 2-(fluoromethyl)-5-oxo-4-phenyl-1,4,5,7-tetrahydrofurano[3,4-b]pyridine-3-carboxylate FCC1=C(C(C2=C(N1)COC2=O)C2=CC=CC=C2)C(=O)OC